2-((6-methylpyridin-2-yl)methyl)-6-(2-((tetrahydro-2H-pyran-4-yl)amino)pyrimidin-4-yl)isoindolin-1-one CC1=CC=CC(=N1)CN1C(C2=CC(=CC=C2C1)C1=NC(=NC=C1)NC1CCOCC1)=O